FC=1C=C2C=C(NC2=CC1C1=NC(=C(C=C1)OC)F)CNC(C)=O N-{[5-fluoro-6-(6-fluoro-5-methoxy-2-pyridyl)-2-indolyl]methyl}acetamide